C(CC)N1CC(CC1)C1=CC(=CC=C1)C(F)(F)F 1-Propyl-3-(3-trifluoromethyl-phenyl)-pyrrolidine